FC=1C=C(C=CC1C1=NN2C(N=C(C=C2C=2C=NC=NC2)C(=O)N2[C@@H](C3=CC=CC=C3CC2)C)=C1)N1C[C@H](CC1)C(=O)OC Methyl (3S)-1-(3-fluoro-4-{5-[(1R)-1-methyl-1,2,3,4-tetrahydroisoquinoline-2-carbonyl]-7-(pyrimidin-5-yl)pyrazolo[1,5-a]pyrimidin-2-yl}phenyl)pyrrolidine-3-carboxylate